CN1CCN(CC1)CC=1N=C(C=2N(C1)C=CN2)C2=CC=C(C=C2)C(F)(F)F 6-((4-methylpiperazin-1-yl)methyl)-8-(4-(trifluoromethyl)phenyl)imidazo[1,2-a]pyrazine